BrC1=C(B2N(C=C1)C=CC(=C2)Br)N 2,8-dibromo-[1,2]azaborino[1,2-a][1,2]azaborin-1-amine